C(C(=C)C)(=O)O.C(C(=C)C)(=O)O.C1(CCCCC1)O cyclohexanol dimethacrylate